C(C=C)(=O)N1CCC=CC1 1-acryloyl-1,2,3,6-tetrahydropyridine